CO[Si]1(N(CCC1)CCCCCC[Si](OC)(OC)C)OC 2,2-dimethoxy-N-(methyldimethoxysilylhexyl)-1-aza-2-silacyclopentane